ClC1=NN(C=C1)C=1C=C2C(=NC=NC2=C(C1)OC)NC(C)C=1N=NC(=CC1)C 6-(3-chloro-1H-pyrazol-1-yl)-8-methoxy-N-(1-(6-methylpyridazin-3-yl)ethyl)quinazolin-4-amine